OC(=O)[C@@H](C)C1=CC=C(CC(C)C)C=C1 |o1:3| S or R-ibuprofen